iso-amyl-oxyacetic acid allylester (Allyl Amyl Glycolate) C(C=C)CCCCCC(C(=O)O)O.C(C=C)OC(COCCC(C)C)=O